F[C@H]1[C@@H]2CC[C@H](C[C@H]1N(C1=CN=C(N=N1)C=1C=C3C=NN(C(C3=CC1O)=O)C)C)N2 6-(6-[[(1S,2S,3R,5R)-2-fluoro-8-azabicyclo[3.2.1]octan-3-yl](methyl)amino]-1,2,4-triazin-3-yl)-7-hydroxy-2-methylphthalazin-1-one